[Cl-].C(=O)(OCC)C=1NC=CN1 carbethoxyimidazole chloride